OC(COC=1C(=C(C=CC1)C1(NC=NC(=N1)C1=C(C=C(C=C1)C)C)C1=C(C=C(C=C1)C)C)O)COCCCCCCCCCCCCC 4-{(2-hydroxy-3-tridecyloxypropyl)oxy-2-hydroxyphenyl}-4,6-bis(2,4-dimethylphenyl)-1,3,5-triazine